(9H-fluoren-9-yl)methyl (R)-2-(iodomethyl)pyrrolidine-1-carboxylate IC[C@@H]1N(CCC1)C(=O)OCC1C2=CC=CC=C2C=2C=CC=CC12